2-ethylhexoxysilane C(C)C(CO[SiH3])CCCC